CC=1C=CN2CC=CC=C2C1 8-methyl-quinolizine